7-((6-(4-(dimethylamino)piperidin-1-yl)-5-methylpyridin-3-yl)methyl)-2-(hexane-3-yloxy)imidazo[2,1-f][1,2,4]triazin-4-amine CN(C1CCN(CC1)C1=C(C=C(C=N1)CC1=CN=C2C(=NC(=NN21)OC(CC)CCC)N)C)C